N-(3-amino-4-fluorophenyl)-4-(trifluoromethyl)picolinamide NC=1C=C(C=CC1F)NC(C1=NC=CC(=C1)C(F)(F)F)=O